tert-Butyl (4-((3-bromo-2-methylphenyl)carbamoyl)-3-fluorobenzyl)(2-hydroxyethyl)carbamate BrC=1C(=C(C=CC1)NC(=O)C1=C(C=C(CN(C(OC(C)(C)C)=O)CCO)C=C1)F)C